C(C)(C)(C)OC(=O)NC1(CC2=CC(=CC=C2CC1)OC=1C=C2C=CC=NC2=CC1)C(=O)OC methyl 2-((tert-butoxycarbonyl)amino)-7-(quinoline-6-yloxy)-1,2,3,4-tetrahydronaphthalene-2-carboxylate